2-(2-((carboxymethyl)(2-hydroxyethyl)-amino)ethoxy)succinic acid C(=O)(O)CN(CCOC(C(=O)O)CC(=O)O)CCO